COC1=C(C(=CC=C1)OC)S(=O)(=O)NC1=NOC2=C1C(=CC(=C2)C=2N=C(SC2)N2CCN(CC2)C#CC)OC 2,6-dimethoxy-N-(4-methoxy-6-(2-(4-propynylpiperazin-1-yl)thiazol-4-yl)benzo[d]isoxazol-3-yl)benzenesulfonamide